5-Oxo-1-(prop-1-en-2-yl)-5,6,7,8-tetrahydronaphthalene-2-carbonitrile O=C1C=2C=CC(=C(C2CCC1)C(=C)C)C#N